5,5'-Oxybis(phenyl-2,1-benzisoxazole) O(C=1C=CC=2C(=C(ON2)C2=CC=CC=C2)C1)C=1C=CC=2C(=C(ON2)C2=CC=CC=C2)C1